COCC1=C(N=NN1C)C(=O)OC methyl 5-(methoxymethyl)-1-methyl-1H-1,2,3-triazole-4-carboxylate